C(C)(=O)C1=CN(C2=C(C=C(C=C12)C=1C=NC(=NC1)C)C)CC(=O)N1[C@@H]2C[C@@]2(C[C@H]1C(=O)NC1=NC=CC(=N1)C(F)(F)F)C (1R,3S,5R)-2-(2-(3-acetyl-7-methyl-5-(2-methylpyrimidin-5-yl)-1H-indol-1-yl)acetyl)-5-methyl-N-(4-(trifluoromethyl)pyrimidin-2-yl)-2-azabicyclo[3.1.0]hexane-3-carboxamide